(R)-2-(3-(5-amino-6-(4-(cyclopropanecarbonyl)piperazin-1-yl)pyrazin-2-yl)-4-methylphenyl)-3,3,3-trifluoro-2-hydroxypropanamide trifluoroacetate FC(C(=O)O)(F)F.NC=1N=CC(=NC1N1CCN(CC1)C(=O)C1CC1)C=1C=C(C=CC1C)[C@@](C(=O)N)(C(F)(F)F)O